C1(CC1)CS(=O)(=O)C=1C=C(C=NC1C1=NC2=C(N=NC(=C2)C(F)(F)F)N1C)OC(C#N)(C)C 2-[[5-(cyclopropylmethylsulfonyl)-6-[7-methyl-3-(trifluoromethyl)imidazo[4,5-c]pyridazin-6-yl]-3-pyridyl]oxy]-2-methyl-propanenitrile